N1CC(C1)N1CCN(CC1)C (azetidin-3-yl)-4-methylpiperazine